BrC1=CC=C(S1)S(=O)(=O)N1N=C(N=C1N)NC1=CC=C(C=C1)Cl 1-[(5-bromo-2-thienyl)sulfonyl]-N3-(4-chlorophenyl)-1,2,4-triazole-3,5-diamine